N,N-di(octadecyl)tolylammonium C(CCCCCCCCCCCCCCCCC)[NH+](CCCCCCCCCCCCCCCCCC)C1=C(C=CC=C1)C